C1(CC1)C1=NC(=CC=C1S(=O)(=O)Cl)C(F)(F)F 2-cyclopropyl-6-(trifluoromethyl)pyridine-3-sulfonyl chloride